CC1(OCCCN(C1=O)CCCNC1=CC(=NC=C1C(F)(F)F)NC=1C(=NN(C1)C1CCN(CC1)C)C)C 2,2-dimethyl-4-(3-((2-((3-methyl-1-(1-methylpiperidin-4-yl)-1H-pyrazol-4-yl)amino)-5-(trifluoromethyl)pyridin-4-yl)amino)propyl)-1,4-oxazepan-3-one